3-((dimethylamino)methyl)-1-((4-fluorobenzyl)sulfonyl)-4-(3-methoxyphenyl)piperidine-4-ol CN(C)CC1CN(CCC1(O)C1=CC(=CC=C1)OC)S(=O)(=O)CC1=CC=C(C=C1)F